COC(=O)C1=NC=C(C=C1SCC)C1=CN=C(N=N1)N 5-(3-amino-1,2,4-triazin-6-yl)-3-(ethylsulfanyl)pyridine-2-carboxylic acid methyl ester